C1(CCC1)OC=1C=C2C=CN=CC2=CC1 6-cyclobutoxyisoquinolin